N1(N=CC=C1)C1=CC=CC=N1 6-(1H-pyrazol-1-yl)pyridin